Cl.FC(C(CCN)C(F)(F)F)(F)F 4,4,4-trifluoro-3-(trifluoromethyl)butan-1-amine hydrochloride